6-((1,4-Dioxan-2-yl)methoxy)-5-bromopyridine-3-sulfonamide O1C(COCC1)COC1=C(C=C(C=N1)S(=O)(=O)N)Br